O1N=NC(=C1)C(=O)OC methyl oxadiazolate